tert-butyl (2-aminophenyl)glutaminate NC1=C(C=CC=C1)N[C@@H](CCC(N)=O)C(=O)OC(C)(C)C